N-[3-[2-(difluoromethoxy)-5-[4-[[rac-(2S)-2-(hydroxymethyl)azetidin-1-yl]methyl]phenoxy]phenyl]-1-methyl-pyrazol-4-yl]pyrazolo[1,5-a]pyrimidine-3-carboxamide FC(OC1=C(C=C(C=C1)OC1=CC=C(C=C1)CN1[C@@H](CC1)CO)C1=NN(C=C1NC(=O)C=1C=NN2C1N=CC=C2)C)F |r|